ClC=1C=NC=CC1N1N=CC(=C1C(F)(F)F)C(=O)OCC Ethyl 1-(3-chloropyridin-4-yl)-5-(trifluoromethyl)-1H-pyrazole-4-carboxylate